6-[2-[(3,3-dimethylcyclobutanecarbonyl)amino]imidazo[1,2-a]pyridin-5-yl]-4-(5-phosphono-2-furyl)-1,3-benzodioxole-2-carboxylic acid CC1(CC(C1)C(=O)NC=1N=C2N(C(=CC=C2)C=2C=C(C3=C(OC(O3)C(=O)O)C2)C=2OC(=CC2)P(=O)(O)O)C1)C